5-ethylthio-1,3,4-thiadiazole C(C)SC1=NN=CS1